2-chloro-4-((1-(3-(difluoromethyl)-2-fluorophenyl)ethyl)amino)quinazoline ClC1=NC2=CC=CC=C2C(=N1)NC(C)C1=C(C(=CC=C1)C(F)F)F